6-Amino-7-(3-benzyloxy-2,6-dimethyl-phenyl)-3-(trifluoromethyl)benzimidazole-5-carboxamide NC=1C(=CC2=C(N=CN2C(F)(F)F)C1C1=C(C(=CC=C1C)OCC1=CC=CC=C1)C)C(=O)N